C(C)(C)(C)OC(=O)N1CC([C@@H]2N(CC[C@@H]21)C[C@H](C(C(=O)O)(C)C)O)(F)F |o1:16| (S*)-4-((cis)-4-(tert-Butoxycarbonyl)-6,6-difluorohexahydropyrrolo[3,2-b]pyrrol-1(2H)-yl)-3-hydroxy-2,2-dimethylbutanoic acid